3,3'-(butane-1,1-diyl)bis(1H-indole) C(CCC)(C1=CNC2=CC=CC=C12)C1=CNC2=CC=CC=C12